The molecule is a dolichyl diphosphooligosaccharide compound consisting of a branched pentasaccharide attached to the dolichyl chain via a diphosphate linkage. It has a role as a mouse metabolite. CC(CC/C=C(\\C)/CC/C=C(\\C)/CC/C=C(\\C)/CCC=C(C)C)CCOP(=O)(O)OP(=O)(O)O[C@@H]1[C@@H]([C@H]([C@@H]([C@H](O1)CO)O[C@H]2[C@@H]([C@H]([C@@H]([C@H](O2)CO)O[C@H]3[C@H]([C@H]([C@@H]([C@H](O3)CO[C@@H]4[C@H]([C@H]([C@@H]([C@H](O4)CO)O)O)O)O)O[C@@H]5[C@H]([C@H]([C@@H]([C@H](O5)CO)O)O)O)O)O)NC(=O)C)O)NC(=O)C